C(\C=C\C1=CC(OC)=C(O)C(OC)=C1)(=O)N[C@@H](CCCCN)C(=O)O sinapoyl-lysine